azodi-t-butane N(=NC(C)(C)C)C(C)(C)C